C(C1=CC=CC=C1)OC(N(C[2H])CC1=CC=C(C=C1)OC)=O (4-Methoxybenzyl)(methyl-d)carbamic acid benzyl ester